2-[(1E)-6,7-dimethoxy-3,4-dihydro-2H-isoquinolin-1-ylidene]acetonitrile COC=1C=C2CCN\C(\C2=CC1OC)=C\C#N